3-((2-((4-(4-ethylpiperazin-1-yl)phenyl)amino)-5-fluoropyrimidin-4-yl)amino)-N-hydroxybenzamide C(C)N1CCN(CC1)C1=CC=C(C=C1)NC1=NC=C(C(=N1)NC=1C=C(C(=O)NO)C=CC1)F